C(C)(C)(C)OC(=O)N1CC(CC1)CC1=CC=C(C=C1)Br 3-[(4-bromophenyl)methyl]pyrrolidine-1-carboxylic acid tert-butyl ester